CC1=CC(=C2C(=N1)NN=C2)C=2C(=NN(C2)C)C=2C=NC=C(C2)C 6-methyl-4-[1-methyl-3-(5-methyl-3-pyridinyl)pyrazol-4-yl]-1H-pyrazolo[3,4-b]pyridine